3-(3,4-dihydroisoquinolin-2(1H)-yl)-2-hydroxypropyl 3,4-dihydroquinoline-1(2H)-carboxylate N1(CCCC2=CC=CC=C12)C(=O)OCC(CN1CC2=CC=CC=C2CC1)O